3-[(2,4-difluorophenyl)methyl]-1-{[4-(2-fluoroethoxy)phenyl]methyl}-3-(1-methylpiperidin-4-yl)urea FC1=C(C=CC(=C1)F)CN(C(NCC1=CC=C(C=C1)OCCF)=O)C1CCN(CC1)C